BrC=1C(=C(C=NC1)C(C[C@H](CNC(OC(C)(C)C)=O)O[Si](C)(C)C(C)(C)C)=O)Cl tert-butyl (R)-(4-(5-bromo-4-chloropyridin-3-yl)-2-((tert-butyldimethylsilyl)oxy)-4-oxobutyl)carbamate